tert-butyl (6S)-6-methyl-3,6-dihydropyridine-1(2H)-carboxylate C[C@H]1C=CCCN1C(=O)OC(C)(C)C